2-mercaptobenzimidazole hydrofluoric acid salt F.SC=1NC2=C(N1)C=CC=C2